C(CCCCCCCCCCC)SCCC(=O)[O-] 3-(dodecylthio)-propionate